ClC=1C=CC=C2N=CC=NC12 8-Chloroquinoxaline